(4-(1-(tert-butyl)-1H-1,2,3-triazol-4-yl)phenyl)(4-(5-methyloxazolo[4,5-b]pyridin-2-yl)piperazin-1-yl)methanone C(C)(C)(C)N1N=NC(=C1)C1=CC=C(C=C1)C(=O)N1CCN(CC1)C=1OC=2C(=NC(=CC2)C)N1